ethyl 2-((3bS,4aS)-3-(difluoromethyl)-3b,4,4a,5-tetrahydro-1H-cyclopropa[3,4]cyclopenta[1,2-c]pyrazol-1-yl)acetate FC(C=1C2=C(N(N1)CC(=O)OCC)C[C@H]1[C@@H]2C1)F